N-[3-[3-(dimethylamino)-1-oxo-2-propen-1-yl]phenyl]acetamide CN(C=CC(=O)C=1C=C(C=CC1)NC(C)=O)C